[19F]C1=NC=CC(=C1)C1=NC=2C(=NC(=CC2)C(F)(F)F)N1C=1C=C2C=NNC2=C(C1)C 2-(2-[19F]fluoro-4-pyridyl)-3-(7-methyl-1H-indazol-5-yl)-5-(trifluoromethyl)imidazo[4,5-b]pyridine